5-[4-[3-(2-hydroxyethoxy)pyrrolidin-1-yl]thieno[2,3-d]pyrimidin-6-yl]-1H-pyrimidine-2,4-dione OCCOC1CN(CC1)C=1C2=C(N=CN1)SC(=C2)C=2C(NC(NC2)=O)=O